1-dodecylpyridinium chloride [Cl-].C(CCCCCCCCCCC)[N+]1=CC=CC=C1